4-chloro-N-(2-chloro-6-methylphenyl)-2-(methylthio)pyrimidine-5-carboxamide ClC1=NC(=NC=C1C(=O)NC1=C(C=CC=C1C)Cl)SC